C(C)(C)(C)OC(=O)N1C(C(C2=CC=CC=C12)C1=CC=CC=C1)=O N-t-butoxycarbonyl-3-phenyloxindole